(R)-1-(6-amino-5-((2-amino-3-chloropyridin-4-yl)thio)pyrazin-2-yl)-7',8'-dihydro-5'H-spiro[piperidine-4,6'-quinolin]-7'-amine NC1=C(N=CC(=N1)N1CCC2(CC=3C=CC=NC3C[C@H]2N)CC1)SC1=C(C(=NC=C1)N)Cl